N-(2-(4-(5,7-dimethoxy-4-oxo-3,4-dihydroquinazolin-2-yl)-2,6-dimethylphenoxy)ethyl)-N-methylacetamide COC1=C2C(NC(=NC2=CC(=C1)OC)C1=CC(=C(OCCN(C(C)=O)C)C(=C1)C)C)=O